C(CCOCCOCCOCCCN)N 4,7,10-trioxa-1,13-tridecylenediamine